3-(4-(2,2-difluoroethoxy)phenyl)-8-methoxy-2-(trifluoromethyl)-4H-pyrido[1,2-a]pyrimidin-4-one FC(COC1=CC=C(C=C1)C1=C(N=C2N(C1=O)C=CC(=C2)OC)C(F)(F)F)F